(4-((5-(benzyloxy)pyridin-2-yl)oxy)benzyl)-4-chloro-3-ethyl-1-methyl-1H-pyrazole-5-carboxamide C(C1=CC=CC=C1)OC=1C=CC(=NC1)OC1=CC=C(CNC(=O)C2=C(C(=NN2C)CC)Cl)C=C1